(3,5-dibromo-6-(cyclopropylmethyl)pyrazin-2-yl)-6-ethoxypyridinecarboxamide BrC=1C(=NC(=C(N1)Br)CC1CC1)C=1C(=NC(=CC1)OCC)C(=O)N